3-[4-[(1S,4S,5R)-5-[[5-cyclopropyl-3-(2,6-dichlorophenyl)-1,2-oxazol-4-yl]methoxy]-2-azabicyclo[2.2.1]heptan-2-yl]-3-fluorophenyl]propanenitrile C1(CC1)C1=C(C(=NO1)C1=C(C=CC=C1Cl)Cl)CO[C@H]1[C@@H]2CN([C@H](C1)C2)C2=C(C=C(C=C2)CCC#N)F